ethoxy-N-(5-nitrothiazol-2-yl)-4-((tetrahydrofuran-3-yl)amino)benzamide C(C)OC1=C(C(=O)NC=2SC(=CN2)[N+](=O)[O-])C=CC(=C1)NC1COCC1